FC(C1=NN=C(O1)C1=CC(=C(CN2C(N(C3=C2C=C(C=C3)C=3OC(=CC3)C)C3CCN(CC3)C)=O)C=C1)F)F 3-(4-(5-(difluoromethyl)-1,3,4-oxadiazol-2-yl)-2-fluorobenzyl)-5-(5-methylfuran-2-yl)-1-(1-methylpiperidin-4-yl)-1,3-dihydro-2H-benzo[d]imidazol-2-one